3-(2-aminopyridin-4-yl)-2-(4-fluorophenyl)-6,7-dihydropyrazolo[1,5-a]pyrazine NC1=NC=CC(=C1)C=1C(=NN2C1C=NCC2)C2=CC=C(C=C2)F